CO[C@@H]1C([C@H]2OC(OC[C@H]2O[C@H]1CC#C)(C)C)N1N=NC(=C1)C1=CC(=C(C(=C1)F)F)F 1-((4aR,6S,7R,8aR)-7-methoxy-2,2-dimethyl-6-(prop-2-yn-1-yl)hexahydropyrano[3,2-d][1,3]dioxin-8-yl)-4-(3,4,5-trifluorophenyl)-1H-1,2,3-triazole